9-fluoro-1H,3H,4H,5H-[1,4]oxazepino[4,3-a]indole FC1=CC=2C=C3N(C2C=C1)CCCOC3